C1=CC=CC=2C3=CC=CC=C3C(C12)COC(=O)N([C@H](C(=O)O)CC1=C(C=CC=C1)OC(F)(F)F)C (2S)-2-[9H-fluoren-9-ylmethoxycarbonyl-(methyl)amino]-3-[2-(trifluoromethoxy)phenyl]propionic acid